C(C(CCl)O)Cl The molecule is a secondary alcohol that is isopropanol in which one hydrogen of each methyl group is substituted by a chlorine. A liquid at room temperature (melting point -4℃, boiling point 174℃ at 760 mm Hg), it is used as a solvent for hard resins and nitrocellulose. It has a role as a protic solvent and a cross-linking reagent. It is a secondary alcohol and an organochlorine compound.